(Z)-3-(cyclopentylamino)-N-(5-((5-fluoro-2-oxoindol-3-ylidene)methyl)-4-methyl-1H-pyrrol-3-yl)propanamide C1(CCCC1)NCCC(=O)NC1=CNC(=C1C)\C=C\1/C(NC2=CC=C(C=C12)F)=O